(5S,3S)-5-((S)-1-(tert-Butoxycarbonyl)amino-2-(1-(tert-butoxycarbonyl)(indol-3-yl))-ethyl)-4-(tert-butoxycarbonyl)methyl-3-(4-(tert-butoxycarbonyl)amino-butyl)-2-oxopiperazine C(C)(C)(C)OC(=O)N[C@@H](CC1=CN(C2=CC=CC=C12)C(=O)OC(C)(C)C)[C@H]1N([C@H](C(NC1)=O)CCCCNC(=O)OC(C)(C)C)CC(=O)OC(C)(C)C